Di(p-methoxyphenyl) diselenide COC1=CC=C(C=C1)[Se][Se]C1=CC=C(C=C1)OC